MOLYBDENUM-VANADIUM-NIOBIUM-TELLURIUM-IRON [Fe].[Te].[Nb].[V].[Mo]